C(C)(C)(C)S(=O)NC(C)C1=NN(C=2N(C([C@H]([C@H](C21)C2=CC=C(C=C2)F)NC(C2=CC(=CC=C2)C(F)(F)F)=O)=O)CC)C2=CC=CC=C2 N-[(4S,5S)-3-[1-(tert-butylsulfinylamino)ethyl]-7-ethyl-4-(4-fluorophenyl)-6-oxo-1-phenyl-4,5-dihydropyrazolo[3,4-b]pyridine-5-yl]-3-(trifluoromethyl)benzamide